CN(CCCC(=O)OC(CCCCCC(=O)OCCC(CCCCCCCCCCCC)CCCCCCCCCCCC)CCCCCCC)C 3-dodecylpentadecyl 7-((4-(dimethylamino)butanoyl)oxy)tetradecanoate